2-(5-chloro-2-hydroxy-phenyl)acetamide ClC=1C=CC(=C(C1)CC(=O)N)O